C(=O)(O)C1=CC=C(C=C1)C1=NC(=NC(=N1)C1=CC=C(C=C1)C(=O)O)C1=CC=C(C=C1)C(=O)O tris(4-carboxyphenyl)-1,3,5-triazine